5-bromopyrazolo[1,5-a]pyrimidine BrC1=NC=2N(C=C1)N=CC2